3-(4-chloro-1-ethyl-3-methyl-1H-pyrazol-5-yl)-5-fluorobenzoic acid ClC=1C(=NN(C1C=1C=C(C(=O)O)C=C(C1)F)CC)C